CN1N=NC=2N(C1=O)C=NC2C(=O)O 3-methyl-4-oxo-3,4-dihydroimidazo[5,1-d][1,2,3,5]tetrazine-8-carboxylic acid